CC1(CCN(CC1)C=1OC2=C(C=C(C=C2C(C1)=O)C)NC(=O)N1CCC2=CC=CC=C12)C N-(2-(4,4-dimethylpiperidin-1-yl)-6-methyl-4-oxo-4H-chromen-8-yl)indolin-1-formamide